O=C1CC[C@@H](O1)C(=O)NC1=C2N=CN(C2=NC=N1)C[C@@H](C)OCP(=O)(NC(C(=O)OCCCCCC)(C)C)NC(C(=O)OCCCCCC)(C)C Dihexyl 2,2'-((((((R)-1-(6-((R)-5-oxotetrahydrofuran-2-carboxamido)-9H-purin-9-yl)propan-2-yl)oxy)methyl)phosphoryl)bis(azanediyl))bis(2-methylpropanoate)